ClC=1C=C(C=C(C1Cl)[N+](=O)[O-])S(=O)(=O)Cl 3,4-dichloro-5-nitrobenzenesulfonyl chloride